(R)-2-(2-(2-bromophenyl)-4-(2,6-diaminopyrimidin-4-yl)piperazin-1-yl)ethan-1-ol BrC1=C(C=CC=C1)[C@H]1N(CCN(C1)C1=NC(=NC(=C1)N)N)CCO